CC(CN)C(CCCCN)C 2,3-dimethyl-1,7-diamino-heptane